NCCCOC1=CC=C(C=C1)S(=O)(=O)N1N=C(C(=C1)NC(C1=C(C=CC=C1Cl)Cl)=O)C(=O)NC1CCN(CC1)C(=O)OC(C)(C)C Tert-butyl 4-(1-(4-(3-aminopropoxy)phenylsulfonyl)-4-(2,6-dichlorobenzamido)-1H-pyrazole-3-carboxamido)piperidine-1-carboxylate